FC1=CC=C(CN2CC(C2)S(=O)(=O)N2C3=C(SCC2)C(=CN=C3)C3=CC=C(C#N)C=C3)C=C1 4-(4-((1-(4-fluorobenzyl)azetidin-3-yl)sulfonyl)-3,4-dihydro-2H-pyrido[4,3-b][1,4]thiazin-8-yl)benzonitrile